2-(2,7-dimethyl-1-oxo-2-azaspiro[4.5]decan-8-yl)-N-(imidazo[1,2-b]pyridazin-3-yl)-6-methoxy-2H-indazole-5-carboxamide CN1C(C2(CC1)CC(C(CC2)N2N=C1C=C(C(=CC1=C2)C(=O)NC2=CN=C1N2N=CC=C1)OC)C)=O